FC=1C=C(C=C(C1)F)[C@@H]1CCC2=NN(C(N21)=O)[C@@H]2C[C@H](C2)OC=2C=C(C#N)C=CC2 3-({trans-3-[(5S)-5-(3,5-difluorophenyl)-3-oxo-6,7-dihydro-3H-pyrrolo[2,1-c][1,2,4]triazol-2(5H)-yl]cyclobutyl}oxy)benzonitrile